5-[[2-(4-amino-1,2,5-oxadiazol-3-yl)-4-fluoro-benzoimidazol-1-yl]methyl]pyridine-2-carbonitrile NC=1C(=NON1)C1=NC2=C(N1CC=1C=CC(=NC1)C#N)C=CC=C2F